3-(2-Dimethylaminoethylamino)propyl-amin CN(CCNCCCN)C